NC1=C(C(N(C2=NC(=CC=C12)Br)C1=C(C=C(C=C1)N)Cl)=O)C(=O)OC methyl 4-amino-1-(4-amino-2-chlorophenyl)-2-oxo-7-bromo-1,2-dihydro-1,8-naphthyridine-3-carboxylate